tert-butyl [6'-cyclopropyl-4'-(difluoromethoxy)-3-formyl[2,3'-bipyridin]-4-yl]carbamate C1(CC1)C1=CC(=C(C=N1)C1=NC=CC(=C1C=O)NC(OC(C)(C)C)=O)OC(F)F